2-bromopropiolactone BrC1C(=O)OC1